FC=1C(=C(C=NC1)N)N1CCN(CC1)CCCOC 5-fluoro-4-(4-(3-methoxypropyl)piperazin-1-yl)pyridin-3-amine